FC(C=1C=C(C=NC1)CO)(F)F (5-(trifluoromethyl)-pyridin-3-yl)methanol